tert-butyl 6-(1-(methoxycarbonyl)cyclopropyl)-3,4-dihydro-1,5-naphthyridine-1(2H)-carboxylate COC(=O)C1(CC1)C=1N=C2CCCN(C2=CC1)C(=O)OC(C)(C)C